(2-(1H-pyrrolo[2,3-b]pyridin-3-yl)pyrimidin-4-yl)amino-2-methylbutanenitrile N1C=C(C=2C1=NC=CC2)C2=NC=CC(=N2)NC(C#N)(CC)C